C1(CC1)CCN1C(N(C(CC1=O)=O)C1=CC=C(C=C1)C=1OC=CC1)=O 2-Cyclopropylethyl-3-[4-(2-furanyl)phenyl]-2,4,6(1H,3H,5H)-pyrimidinetrione